2-methylthiophene-3-ol CC=1SC=CC1O